2-(4-trifluoromethylphenyl)-N,N-dimethylaminosulfonyl-ethane FC(C1=CC=C(C=C1)CCS(=O)(=O)N(C)C)(F)F